N-(1-(5-(3-cyano-6-(2-hydroxy-2-methylpropoxy)pyrazolo[1,5-a]pyridin-4-yl)pyridin-2-yl)-4-methylpiperidin-4-yl)-3,3-dimethylbutanamide C(#N)C=1C=NN2C1C(=CC(=C2)OCC(C)(C)O)C=2C=CC(=NC2)N2CCC(CC2)(C)NC(CC(C)(C)C)=O